6-(3-Fluoro-5-isobutoxyphenyl)-2-(2-methylphenoxy)-N-(1H-pyrazol-5-ylsulfonyl)pyridin-3-carboxamid FC=1C=C(C=C(C1)OCC(C)C)C1=CC=C(C(=N1)OC1=C(C=CC=C1)C)C(=O)NS(=O)(=O)C1=CC=NN1